N1=C(C=CC=2CCCNC12)CC[C@@H]1C[C@H](C1)C(=O)O Trans-3-(2-(5,6,7,8-tetrahydro-1,8-naphthyridin-2-yl)ethyl)cyclobutane-1-carboxylic acid